CS(=NC(=O)C=1C=NN(C1)C1=CC=C(C=C1)C1=NOC(=N1)C(F)(F)F)(C1=C(C=CC=C1)C)=O N-(methyl(oxo)(o-tolyl)-λ6-sulfaneylidene)-1-(4-(5-(trifluoromethyl)-1,2,4-oxadiazol-3-yl)phenyl)-1H-pyrazole-4-carboxamide